FC1=C(C(=CC(=C1OC)N1CC(C1)O)F)C1C(NC(CC1)=O)=O 3-(2,6-difluoro-4-(3-hydroxyazetidin-1-yl)-3-methoxyphenyl)piperidine-2,6-dione